(S)-methyl 2-((2S,4S)-1-(7-cyano-1H-indole-2-carbonyl)-4-cyclohexylpyrrolidine-2-carboxamido)-3-((S)-2-oxopyrrolidin-3-yl)propanoate C(#N)C=1C=CC=C2C=C(NC12)C(=O)N1[C@@H](C[C@H](C1)C1CCCCC1)C(=O)N[C@H](C(=O)OC)C[C@H]1C(NCC1)=O